ClC=1C=C(C(=O)O)C=C(C1)S(=O)(=O)C(C)C 3-chloro-5-isopropylsulfonyl-benzoic acid